2-[4-[1-(2,6-dioxo-3-piperidyl)-3-methyl-2-oxo-benzimidazol-5-yl]-1-piperidyl]-N-[2-[[8-fluoro-6-hydroxy-7-(1,1,4-trioxo-1,2,5-thiadiazolidin-2-yl)-2-naphthyl]oxy]ethyl]acetamide O=C1NC(CCC1N1C(N(C2=C1C=CC(=C2)C2CCN(CC2)CC(=O)NCCOC2=CC1=C(C(=C(C=C1C=C2)O)N2S(NC(C2)=O)(=O)=O)F)C)=O)=O